N-(2,4-dioxo-1,2,3,4-tetrahydroquinazolin-7-yl)-3-(3-fluoro-2,4-dimethoxyphenyl)-4,5-dimethyl-5-(trifluoromethyl)tetrahydrofuran-2-carboxamide O=C1NC2=CC(=CC=C2C(N1)=O)NC(=O)C1OC(C(C1C1=C(C(=C(C=C1)OC)F)OC)C)(C(F)(F)F)C